5-[3-(1H-tetrazol-5-yl)phenyl]-5,8,9,10-tetrahydroindeno[5,4-b][1,4]diazepin-2,4(1H,3H)-dione sodium salt [Na].N1N=NN=C1C=1C=C(C=CC1)N1C2=C(NC(CC1=O)=O)C=1CCCC1C=C2